O=C1N(C(C2=CC=CC=C12)=O)C(C(=O)Cl)C(C)C 2-(1,3-dioxoisoindolin-2-yl)-3-methylbutyryl chloride